CC1=C2N(CCN(C2=CC=C1)C1=CC2=C(N=CN=C2)N(C1=O)C1=CC=C(C=C1)N1CCOCC1)C(C=C)=O 6-(5-methyl-4-prop-2-enoyl-2,3-dihydroquinoxalin-1-yl)-8-(4-morpholinophenyl)pyrido[2,3-d]pyrimidin-7-one